C(C)(C)(C)OC(=O)N([C@H]1[C@@H](C1)C1=CC=C(C=C1)F)CC1CCN(CC1)C1=NC=C(C=N1)C(=O)OC Methyl 2-(4-(((tert-butoxycarbonyl)((1R,2S)-2-(4-fluorophenyl)cyclopropyl)amino) methyl)piperidin-1-yl)pyrimidine-5-carboxylate